C(C1=CC=CC=C1)SC1=CC=C(N=N1)N 6-(benzylthio)pyridazin-3-amine